BrC1=NC(=CC=C1NC(C)C=1C=C(C=C2C(C(=C(OC12)N1CCC(CC1)(F)F)C)=O)C)Cl 8-(1-((2-bromo-6-chloropyridin-3-yl)amino)ethyl)-2-(4,4-difluoropiperidin-1-yl)-3,6-dimethyl-4H-chromen-4-one